ClC1=C(C(=CC=C1)F)C1CC(=NO1)C=1SC=C(N1)C1CCN(CC1)C(COC1=NC=CN=C1OC)=O 1-(4-(2-(5-(2-chloro-6-fluorophenyl)-4,5-dihydroisoxazol-3-yl)thiazol-4-yl)piperidin-1-yl)-2-((3-methoxypyrazin-2-yl)oxy)ethan-1-one